NC(CNC([C@H](NC1=NC=2C=CC=CC2C=2N1N=C(N2)C2=CC=C(C=C2)OC)C)=O)(C)C N-(2-amino-2-methylpropyl)-N2-[2-(4-methoxyphenyl)[1,2,4]triazolo[1,5-c]quinazolin-5-yl]-D-alaninamide